4-(5-(3-((2-(3-carboxypropionyl)-4-chloro-6-methoxyisoindolin-5-yl)oxy)propoxy)-4-fluoro-6-methoxyisoindolin-2-yl)-4-oxobutanoic acid C(=O)(O)CCC(=O)N1CC2=CC(=C(C(=C2C1)Cl)OCCCOC=1C(=C2CN(CC2=CC1OC)C(CCC(=O)O)=O)F)OC